C(C)C1=NC(=NO1)C=1C=C2CC[C@H](C2=CC1)NC(=O)C=1C=NN(C1)CC(CO)O N-{(1R)-5-(5-ethyl(1,2,4-oxadiazol-3-yl))indanyl}[1-(2,3-dihydroxypropyl)pyrazol-4-yl]carboxamide